4-(5,6-dihydro-4H-pyrrolo[1,2-b]Pyrazol-3-yl)pyridin-2-amine N=1N2C(=C(C1)C1=CC(=NC=C1)N)CCC2